C12CNCC(CC1)C2CN2N=CC(=C2)NC(=O)C=2N=C(SC2)C=2C=NNC2 N-{1-[(3-azabicyclo[3.2.1]octan-8-yl)methyl]-1H-pyrazol-4-yl}-2-(1H-pyrazol-4-yl)-1,3-thiazole-4-carboxamide